N-(2-(N,N-bis(2,4-dimethoxybenzyl)sulfamoyl)pyridin-4-yl)-2-(4,4-difluoro-3-methylpiperidin-1-yl)-5-fluoroquinoline-3-carboxamide COC1=C(CN(S(=O)(=O)C2=NC=CC(=C2)NC(=O)C=2C(=NC3=CC=CC(=C3C2)F)N2CC(C(CC2)(F)F)C)CC2=C(C=C(C=C2)OC)OC)C=CC(=C1)OC